NC1=C(C(N(C2=CC(=CC=C12)Br)C1=CC=C(C=C1)[C@@H](C)O)=O)C(=O)OC([2H])([2H])[2H] methyl-d3 (R)-4-amino-7-bromo-1-(4-(1-hydroxyethyl)phenyl)-2-oxo-1,2-dihydroquinolin-3-carboxylate